4-(2-fluoro-6-methylpyridin-3-yl)-2-[(3R)-3-methylmorpholin-4-yl]-8-(1H-pyrazol-5-yl)-1,7-naphthyridine FC1=NC(=CC=C1C1=CC(=NC2=C(N=CC=C12)C1=CC=NN1)N1[C@@H](COCC1)C)C